NC([C@H](C[C@H]1C(NCCC1)=O)NC([C@H](CC(C)(C)F)NC(=O)C=1NC2=CC=CC(=C2C1)OC)=O)=O N-((S)-1-(((S)-1-amino-1-oxo-3-((S)-2-oxopiperidin-3-yl)propan-2-yl)amino)-4-fluoro-4-methyl-1-oxopentan-2-yl)-4-methoxy-1H-indole-2-carboxamide